[Cl-].C(C)[NH+](C(CO)=O)CC N,N-diethyl-2-hydroxyethanamidium chloride